1-benzyl-5-bromo-3-nitro-1H-indazole C(C1=CC=CC=C1)N1N=C(C2=CC(=CC=C12)Br)[N+](=O)[O-]